5-(2-fluoro-6-hydroxy-3-(1-(4-methoxybenzyl)-1H-pyrazol-4-yl)phenyl)-1,2,5-thiadiazolidin-3-one 1,1-dioxide FC1=C(C(=CC=C1C=1C=NN(C1)CC1=CC=C(C=C1)OC)O)N1CC(NS1(=O)=O)=O